FC1=CC=C(OC(=O)NC2=CC3=C(C4=C(S3)C=CC=C4)C=C2)C=C1 7-((4-fluorophenoxy)carbonylamino)dibenzo[b,d]thiophene